COC1=C2C=CC(OC2=CC=C1C(=O)NC1=NN(C2=CC=CC=C12)CCC1=CC=NC=C1)(C)C 5-methoxy-2,2-dimethyl-N-(1-(2-(pyridin-4-yl)ethyl)-1H-indazol-3-yl)-2H-chromen-6-carboxamide